COCOC=1C=C(C2=C(C=CC=C2C1)C#C[Si](C(C)C)(C(C)C)C(C)C)N 3-(methoxymethoxy)-8-{[tri(propan-2-yl)silyl]ethynyl}naphthalen-1-amine